C(C)C1(C(N2N(C1)CCC2C2=CC(=CC=C2)F)=O)CF 6-Ethyl-6-(fluoromethyl)-3-(3-fluorophenyl)-1,2,3,7-tetrahydropyrazolo[1,2-a]pyrazol-5-one